8-n-octyltetracyclo[4.4.0.12,5.17,10]-3-dodecene C(CCCCCCC)C1C2C3C4C=CC(C3C(C1)C2)C4